2-(4-(4-chlorobenzoyl)phenoxy)-2-methyl-propionic acid 1-methylethyl ester CC(C)OC(C(C)(C)OC1=CC=C(C=C1)C(C1=CC=C(C=C1)Cl)=O)=O